(2-(4-bromophenoxy)ethyl)-4-methylpiperidin-4-ol BrC1=CC=C(OCCN2CCC(CC2)(O)C)C=C1